C(C1=CC=CC=C1)OC=1C=CC2=C(C(=C(O2)C)C(=O)N[C@@H]2CN(CC2)C(=O)OC(C)(C)C)C1 tert-butyl (S)-3-(5-(benzyloxy)-2-methylbenzofuran-3-carboxamido)pyrrolidine-1-carboxylate